6-(1-(adamantan-1-ylmethyl)-5-methyl-1H-pyrazol-4-yl)-3-(5-cyclopropyl-6-(pyridin-2-ylamino)pyridin-3-yl)-3H-imidazo[4,5-b]pyridine-7-carboxylic acid C12(CC3CC(CC(C1)C3)C2)CN2N=CC(=C2C)C=2C(=C3C(=NC2)N(C=N3)C=3C=NC(=C(C3)C3CC3)NC3=NC=CC=C3)C(=O)O